N-(2-acetyl-6-chloro-phenyl)-2,2,2-trichloro-acetamide C(C)(=O)C1=C(C(=CC=C1)Cl)NC(C(Cl)(Cl)Cl)=O